C(CCCCCCC\C=C/C\C=C/CCCCC)(=O)OCC(COC(CCC(OCCCCCCCC)OCCCCCCCC)=O)COC(NC1CN(C1)CCC(F)(F)F)=O 3-((4,4-Bis(octyloxy)butanoyl)oxy)-2-((((1-(3,3,3-trifluoropropyl)azetidin-3-yl)-carbamoyl)oxy)methyl)propyl (9Z,12Z)-octadeca-9,12-dienoate